S1C(=CC=C1)S(=O)(=O)N1CCC2(C[C@@H](OC2=O)CCN2CCN(CC2)C2=CC=C(C=C2)C)CC1 (R)-8-(thiophen-2-ylsulfonyl)-3-(2-(4-(p-tolyl)piperazin-1-yl)ethyl)-2-oxa-8-azaspiro[4.5]decan-1-one